pentanoic acid (5-chloro-pyridin-2-yl)-amide ClC=1C=CC(=NC1)NC(CCCC)=O